N-methyl-N-(2-nitro-5-(piperidin-1-yl)phenyl)methanesulfonamide CN(S(=O)(=O)C)C1=C(C=CC(=C1)N1CCCCC1)[N+](=O)[O-]